C(=O)O.C(#N)C1=CC=C(C=C1)C=1C(=NN(C1O)C1=CC=C(C=N1)S(=O)(=O)NC(C)=O)C N-((6-(4-(4-cyanophenyl)-5-hydroxy-3-methyl-1H-pyrazol-1-yl)pyridin-3-yl)sulfonyl)acetamide (formate)